N,N'-bis(2,2,6,6-tetramethyl-4-piperidinyl)1,6-hexanediamine CC1(NC(CC(C1)NCCCCCCNC1CC(NC(C1)(C)C)(C)C)(C)C)C